C(CCCCCCCCC)(=O)NC(C(=O)O)C(C)O 2-decanamido-3-hydroxybutanoic acid